O=C(CCSC[C@H](C)NC1=C(C(NN=C1)=O)C(F)(F)F)N1CCN(CC1)C1=NC=C(C=N1)C(F)(F)F (S)-5-((1-((3-Oxo-3-(4-(5-(trifluoromethyl)pyrimidin-2-yl)piperazin-1-yl)propyl)thio)propan-2-yl)amino)-4-(trifluoromethyl)pyridazin-3(2H)-one